BrC1=C2C(=CC(N(C2=CC(=C1)C1CCOCC1)C)=O)C 5-bromo-1,4-dimethyl-7-(tetrahydro-2H-pyran-4-yl)quinolin-2(1H)-one